3-(biphenyl-4-yl)-4-phenyl-5-tert-butylphenyl-1,2,4-Triazole C1(=CC=C(C=C1)C=1C=C(C=C(C1C1=CC=CC=C1)C(C)(C)C)C1=NNC=N1)C1=CC=CC=C1